BrC1(C(NC2=CC=CC=C12)=O)CC=1SC=CC1 3-bromo-3-(thienylmethyl)oxoindole